ClC1=C(N)C=C(C=C1)S(=O)(=O)C(F)(F)F 2-chloro-5-trifluoromethanesulfonyl-aniline